C[C@H](CCCCCCCCCCCCCCCCC[C@H](CC(=O)O)O)O The molecule is a dihydroxy monocarboxylic acid that is behenic acid (docosanoic acid) in which the pro-R hydrogens at positions 3 and 21 are replaced by hydroxy groups. It is an (omega-1)-hydroxy fatty acid, a 3-hydroxy carboxylic acid, a dihydroxy monocarboxylic acid and a long-chain fatty acid. It derives from a docosanoic acid.